NC1=CC=C(OC2=C(C=C(C=C2)C2=CC(=C(C=C2)OC2=CC=C(C=C2)N)S(=O)(=O)O)S(=O)(=O)O)C=C1 4,4'-bis(4-aminophenoxy)biphenyl-3,3'-disulfonic acid